C(CCC)[Si](OCCOC)(OCCOC)CCC butylpropyl-bis-(2-methoxyethoxy)silane